5-Methyl-2-(morpholin-3-yl)-N-(1-(naphthalen-1-yl)cyclopropyl)-1H-indole-6-carboxamide CC=1C=C2C=C(NC2=CC1C(=O)NC1(CC1)C1=CC=CC2=CC=CC=C12)C1NCCOC1